ClC=1C(=NC(=NC1)NC1=CC=C2CCN=CC2=C1)NC1=C(C=CC=C1)P(=O)(C)C 7-((5-chloro-4-((2-(dimethylphosphoryl)phenyl)amino)pyrimidin-2-yl)amino)-3,4-dihydroisoquinolin